4-[2-(N-cyclohexylanilino)-2-oxo-ethyl]-1-(2-pyridyl)piperidine-4-carboxylic acid C1(CCCCC1)N(C1=CC=CC=C1)C(CC1(CCN(CC1)C1=NC=CC=C1)C(=O)O)=O